C(C)OC(=S)SCC(=O)O S-ethoxythiocarbonyl-thioglycolic acid